(R)-1-methyl-N'-(3-methyl-2-oxopyrrolidine-3-carbonyl)-4-((4-(trifluoromethyl)phenyl)amino)-1H-indazole-3-carbohydrazide CN1N=C(C2=C(C=CC=C12)NC1=CC=C(C=C1)C(F)(F)F)C(=O)NNC(=O)[C@]1(C(NCC1)=O)C